NC=1C2=C(NC(C1C=1NC=3C(=CC4=C(CCN(CC4)C4CC(C4)OCC4=CC=CC=C4)C3)N1)=O)C=CS2 7-amino-6-(7-(3-(benzyloxy)cyclobutyl)-1,5,6,7,8,9-hexahydroimidazo[4',5':4,5]benzo[1,2-d]azepin-2-yl)thieno[3,2-b]pyridin-5(4H)-one